(R)-2-(4-methyl-7-(piperidin-3-yl)-7H-imidazo[4,5-c]pyridazin-3-yl)-5-(trifluoro-methyl)phenol CC=1C2=C(N=NC1C1=C(C=C(C=C1)C(F)(F)F)O)N(C=N2)[C@H]2CNCCC2